Cl.Cl.N1(C=NC=C1)CCN 2-(1H-imidazol-1-yl)ethan-1-amine dihydrochloride